ClC1=CC(=C(C=C1)C=1C=2N(C(=NN1)N[C@H]1CN(CCC1)C)C=CC2)OC(F)F 1-[4-chloro-2-(difluoromethoxy)phenyl]-N-[(3R)-1-methyl-3-piperidinyl]pyrrolo[1,2-d][1,2,4]triazin-4-amine